ClC1=C(C(=CC=C1)C1=NC2=C(N1)C=C(C(=C2)OC)F)C=2C(=CC(=CC2)C(N[C@H](C2=CC=CC=C2)C2CC2)=O)C(=O)O (S)-2'-chloro-4-{[cyclopropyl-(phenyl)methyl]carbamoyl}-6'-(6-fluoro-5-methoxy-1H-1,3-benzodiazol-2-yl)-[1,1'-biphenyl]-2-carboxylic acid